N1(C=CC=2C=NC=CC21)C(=O)[O-] pyrrolo[3,2-c]pyridine-1-carboxylate